CN1N=C(C=C1C)B1OC(C(O1)(C)C)(C)C 1,5-dimethyl-3-(tetramethyl-1,3,2-dioxaborolan-2-yl)pyrazole